(4-((2-(1H-pyrazol-4-yl)ethyl)amino)-5,6-dimethylpyrimidin-2-yl)(2-methyl-5-phenylmorpholino)methanone N1N=CC(=C1)CCNC1=NC(=NC(=C1C)C)C(=O)N1CC(OCC1C1=CC=CC=C1)C